N1(CCNCC1)C1=CC=C(C=C1)C=1N=C(SC1)C=1N=C(SC1)N (4-(piperazin-1-yl)phenyl)-[2,4'-bithiazole]-2'-amine